CS(=O)(=NC1=NC(=CC(=C1)N1[C@@H](COCC1)C)C1=NNC=C1)C (R)-dimethyl((4-(3-methylmorpholino)-6-(1H-pyrazol-3-yl)pyridin-2-yl)imino)-λ6-sulfanone